C(C)(C)NC=1C=C2C(CCNC2=C(C1)C)(C1=CC=CC=C1)C N-isopropyl-4,8-dimethyl-4-phenyl-1,2,3,4-tetrahydroquinolin-6-amine